9-{5-O-[Bis(4-methoxyphenyl)(phenyl)methyl]-3-O-[tert-butyl(dimethyl)silyl]-β-D-ribofuranosyl}-6-chloro-9H-purine HCl Cl.COC1=CC=C(C=C1)C(OC[C@@H]1[C@H]([C@H]([C@@H](O1)N1C2=NC=NC(=C2N=C1)Cl)O)O[Si](C)(C)C(C)(C)C)(C1=CC=CC=C1)C1=CC=C(C=C1)OC